NC1=C(C(=O)O)C(=CC(=C1)Cl)Cl 2-amino-4,6-dichlorobenzoic acid